COC(=O)C1=NN(N=C1C1=CC=C(C=C1)F)C1=CC=C(C=C1)Br (4-bromophenyl)-5-(4-fluorophenyl)-2H-1,2,3-triazole-4-carboxylic acid methyl ester